2-(methylthio)-1-((R)-2-(5-phenylimidazol-2-yl)pyrrolidin-1-yl)propan-1-one CSC(C(=O)N1[C@H](CCC1)C=1NC(=CN1)C1=CC=CC=C1)C